5,8-dichloro-3-(trideuteriomethyl)imidazo[1,5-a]pyrazine ClC1=CN=C(C=2N1C(=NC2)C([2H])([2H])[2H])Cl